FC1=C(C(=CC=C1)F)C1=N[C@H](C(NC=2SC=3CC(CC3C12)C(=O)OCC)=O)C ethyl (11S)-13-(2,6-difluorophenyl)-11-methyl-10-oxo-7-thia-9,12-diazatricyclo[6.5.0.02,6]trideca-1(8),2(6),12-triene-4-carboxylate